N-(2-(4-(oxazol-5-ylmethyl)piperazin-1-yl)-5-(trifluoromethyl)phenyl)-5-(pyridin-4-yl)furan-2-carboxamide O1C=NC=C1CN1CCN(CC1)C1=C(C=C(C=C1)C(F)(F)F)NC(=O)C=1OC(=CC1)C1=CC=NC=C1